(S)-5-cyano-1-(4-fluorobenzyl)-N-(5-methyl-4-oxo-2,3,4,5-tetrahydropyrido[3,2-b][1,4]oxazepin-3-yl)-1H-pyrazole-3-carboxamide C(#N)C1=CC(=NN1CC1=CC=C(C=C1)F)C(=O)N[C@@H]1C(N(C2=C(OC1)C=CC=N2)C)=O